N[C@@H](CCCCNC(N)=N)C(=O)O Homoarginine